C12(CCC(O1)C2)CO (5-oxabicyclo[2.1.1]hexan-1-yl)methanol